Pentan-1-amine HCl salt Cl.C(CCCC)N